6-[1-(tert-butoxycarbonyl)azetidin-3-yl]-4-(2-methoxyphenyl)pyridine-3-carboxylic acid C(C)(C)(C)OC(=O)N1CC(C1)C1=CC(=C(C=N1)C(=O)O)C1=C(C=CC=C1)OC